1-(3-(2-cyclopropyl-7-(difluoromethoxy)-2H-indazol-4-yl)phenyl)ethan-1-one C1(CC1)N1N=C2C(=CC=C(C2=C1)C=1C=C(C=CC1)C(C)=O)OC(F)F